CC1(C(C=CC=C1)N)N 1,2-toluenediamine